((1s,3s)-3-Hydroxy-3-methylcyclobutyl)(7-(3-methyl-4-(trifluoromethyl)phenoxy)-2-azaspiro[3.5]nonan-2-yl)methanon OC1(CC(C1)C(=O)N1CC2(C1)CCC(CC2)OC2=CC(=C(C=C2)C(F)(F)F)C)C